N-{[4-(quinoline-6-sulfonyl)phenyl]methyl}imidazo[1,2-a]pyrimidine-6-carboxamide N1=CC=CC2=CC(=CC=C12)S(=O)(=O)C1=CC=C(C=C1)CNC(=O)C=1C=NC=2N(C1)C=CN2